(E)-2-(1-oxo-1,2-dihydro-phthalazin-5-yl)propanal O=C1NN=CC2=C(C=CC=C12)C(C=O)C